C(=O)(O)C=1C(=C(C=C(C1)O)C1=NC=NC(=N1)C1=CC(=CC(=C1)O)O)O 2-(3-Carboxy-2,5-dihydroxyphenyl)-4-(3,5-dihydroxyphenyl)-1,3,5-triazine